C(CCCCCCCCC(=O)OC1CCC1)(=O)OC1CCC1 dicyclobutyl sebacate